N[C@@H](C(=O)O)CNC(=O)OC(C)(C)C (R)-2-amino-3-((tert-butoxycarbonyl)amino)propionic acid